5-bromo-3-(2-oxa-6-azaspiro[3.3]hept-6-yl)-1-[(2-(trimethylsilyl)ethoxy)methyl]-pyrazin-2(1H)-one BrC=1N=C(C(N(C1)COCC[Si](C)(C)C)=O)N1CC2(COC2)C1